C1(CCCCC1)CN1N=C(CC(C1=O)C(F)(F)F)C1=CC(=C(C=C1)OC)OC 2-(Cyclohexylmethyl)-6-(3,4-dimethoxyphenyl)-4-(trifluoromethyl)-4,5-dihydropyridazin-3(2H)-one